O=C1N(C=CC=C1)\C(\C(=O)OC)=C/O[C@@H]1CC[C@@H](CC1)C1=CC=CC=C1 Methyl (2Z)-2-(2-oxo-1,2-dihydropyridin-1-yl)-3-{[(CIS)-4-phenylcyclohexyl]oxy}prop-2-enoate